C(=O)C1=C(SC=C1)C1=NC=C(C(=N1)C)O[C@@H]1C[C@H](CCC1)C(=O)O (1S,3S)-3-((2-(3-formylthiophen-2-yl)-4-methylpyrimidin-5-yl)oxy)cyclohexane-1-carboxylic acid